[N+](=O)([O-])C1=CC=C(C=C1)C=C1CCN(CC1)C(=O)OC(C)(C)C tert-butyl 4-[(4-nitrophenyl) methylene]piperidine-1-carboxylate